FC1=C(C=CC(=C1F)OC)C1=CN=C2N1C=CN=C2NC2=CC(=C(C(=O)NCCNC(=O)[C@H]1NC[C@@H](C1)O)C=C2)C (2S,4R)-N-[2-[[4-[[3-(2,3-difluoro-4-methoxyphenyl)imidazo[1,2-a]pyrazin-8-yl]amino]-2-methylbenzoyl]amino]ethyl]-4-hydroxypyrrolidine-2-carboxamide